(2s)-2-amino-4-(4,4,4-trifluoro-3-(3-hydroxy-[1,1'-biphenyl]-4-yl)butylsulfonimidoyl)butanoic acid N[C@H](C(=O)O)CCS(=O)(=N)CCC(C(F)(F)F)C1=C(C=C(C=C1)C1=CC=CC=C1)O